1-ethyl-1-hexylpyrrolidinium bis(trifluoromethanesulfonyl)imide salt [N-](S(=O)(=O)C(F)(F)F)S(=O)(=O)C(F)(F)F.C(C)[N+]1(CCCC1)CCCCCC